NC1=C(C=2C(=NC(=C(C2)C(C)OC)C)N1C1=C(C(=CC=C1C)OCC1=CC=C(C=C1)OC)C)C#N 2-amino-1-(3-((4-methoxybenzyl)oxy)-2,6-dimethylphenyl)-5-(1-methoxyethyl)-6-methyl-1H-pyrrolo[2,3-b]pyridine-3-carbonitrile